C1(CC1)C=1C(=CC(N2[C@@H](CSC12)C(=O)O)=O)CC1=C(C(=CC=C1)Cl)Cl (3R)-7-cyclopropyl-6-[(2,3-dichlorophenyl)methyl]-4-oxo-1-thia-3a-aza-3-indanecarboxylic acid